NC1=NC=NC=2C3=C(CC(C12)(C)C)C(=C(C=C3)O[C@@H]3CC[C@H](CC3)N)N(CCC(C)(O)C)C 4-[[4-amino-8-(trans-4-aminocyclohexoxy)-5,5-dimethyl-6H-benzo[h]quinazolin-7-yl]-methyl-amino]-2-methyl-butan-2-ol